2,3,6-trifluoro-terephthalic acid FC1=C(C(=O)O)C(=CC(=C1F)C(=O)O)F